6-Chloro-3-cyclopropyl-N-(5-methyl-1-(tetrahydro-2H-pyran-2-yl)-1H-pyrazol-3-yl)-4-(1-methyl-1H-pyrazol-4-yl)pyridin-2-amine ClC1=CC(=C(C(=N1)NC1=NN(C(=C1)C)C1OCCCC1)C1CC1)C=1C=NN(C1)C